C(C)(=O)[C@@]1(C(O)O[C@@H]([C@@H]([C@@H]1O)O)C)N 6-deoxy-2-acetylgalactosamine